(Z)-N'-(3-(3-(3-(pentafluorosulfanyl)-5-(trifluoromethyl)phenyl)-1H-1,2,4-triazol-1-yl)acryloyl)cyclopropanecarbohydrazide Ethyl-6-Amino-5-cyano-3-(naphthalen-2-yl)picolinate C(C)OC(C1=NC(=C(C=C1C1=CC2=CC=CC=C2C=C1)C#N)N)=O.FS(C=1C=C(C=C(C1)C(F)(F)F)C1=NN(C=N1)\C=C/C(=O)NNC(=O)C1CC1)(F)(F)(F)F